N-[5-[8-amino-6-methyl-3-(trideuteriomethyl)imidazo[1,5-a]pyrazin-1-yl]-4-methyl-2-pyridyl]-2-hydroxy-2-[3-(trifluoromethyl)phenyl]acetamide NC=1C=2N(C=C(N1)C)C(=NC2C=2C(=CC(=NC2)NC(C(C2=CC(=CC=C2)C(F)(F)F)O)=O)C)C([2H])([2H])[2H]